BrC=1C=C(C=CC1C(F)(F)F)NC(=O)N1C2CCC1CC=1N=CN=CC12 N-(3-bromo-4-(trifluoromethyl)phenyl)-6,7,8,9-tetrahydro-5H-5,8-epiminocyclohepta[d]-pyrimidine-10-carboxamide